5-(2-chlorobenzyl)-3-((3-fluorobenzyl)amino)-4H-benzo[e][1,2,4]thiadiazine 1,1-dioxide ClC1=C(CC2=CC=CC3=C2NC(=NS3(=O)=O)NCC3=CC(=CC=C3)F)C=CC=C1